C[SiH](C1=CC=C(C=C1)C=C)C dimethyl-(4-vinylphenyl)silane